(S)-N-(5-((6-(3-(3-fluoro-5-(3-fluoro-phenoxy)phenyl)-isoxazolidin-2-yl)-pyrimidin-4-yl)-amino)-4-methoxy-2-(4-methylpiperazin-1-yl)phenyl)-acrylamide FC=1C=C(C=C(C1)OC1=CC(=CC=C1)F)[C@H]1N(OCC1)C1=CC(=NC=N1)NC=1C(=CC(=C(C1)NC(C=C)=O)N1CCN(CC1)C)OC